FC1=C(COC2=CC=C(C=C2)C2=NOC(=C2)[C@@H]([C@@](CN2N=NN=C2)(O)C2=C(C=C(C=C2)F)F)C)C=CC(=C1)C#N (2R,3R)-3-(3-(4-(2-fluoro-4-cyanobenzyloxy)phenyl)isoxazol-5-yl)-2-(2,4-difluorophenyl)-1-(1H-tetrazol-1-yl)butan-2-ol